FC1=C(C(=O)N(C2COC2)C)C=C(C=C1)OC 2-fluoro-5-methoxy-N-methyl-N-(Oxetane-3-yl)benzamide